N-[6-[3-tert-butyl-5-(2,4-dioxopyrimidin-1-yl)-2-methoxyphenyl]naphthalen-2-yl]methanesulfonamide C(C)(C)(C)C=1C(=C(C=C(C1)N1C(NC(C=C1)=O)=O)C=1C=C2C=CC(=CC2=CC1)NS(=O)(=O)C)OC